CC=1C(=NON1)CC(=O)N1CCC(CC1)C1=NC(=NO1)C1CCC(CC1)C(F)(F)F 2-(4-methyl-1,2,5-oxadiazol-3-yl)-1-(4-(3-(4-(trifluoromethyl)cyclohexyl)-1,2,4-oxadiazol-5-yl)piperidin-1-yl)ethan-1-one